FC1=CC2=C(N[C@H](CN2)[C@@H](C2=CC=CC=C2)NC[C@@H](C)C=2C=C(C=CC2)[C@H](C(=O)O)C)N=C1 |o1:18,26| (R or S)-2-(3-((S or R)-1-(((R)-((R)-7-fluoro-1,2,3,4-tetrahydropyrido[2,3-b]pyrazin-3-yl)(phenyl)methyl)amino)propan-2-yl)phenyl)propanoic acid